[Si](C1=CC=CC=C1)(C1=CC=CC=C1)(C(C)(C)C)OCCSCCN 2-((2-((tert-butyldiphenylsilyl)oxy)ethyl)thio)ethan-1-amine